tert-butyl (3R)-3-[acetyl-(6-cyano-3-pyridyl)amino]piperidine-1-carboxylate C(C)(=O)N([C@H]1CN(CCC1)C(=O)OC(C)(C)C)C=1C=NC(=CC1)C#N